ClC=1C=C2C(=C3C1NC(NC31CCCCC1)=O)OC(=N2)CN2CCN(CC2)CC 5-chloro-2-[(4-ethylpiperazin-1-yl)methyl]-7,8-dihydro-6H-spiro[[1,3]oxazolo[5,4-f]quinazoline-9,1'-cyclohexan]-7-one